tert-butyl 4-(8-bromoquinoxalin-2-yl)-1H-pyrazole-1-carboxylate BrC=1C=CC=C2N=CC(=NC12)C=1C=NN(C1)C(=O)OC(C)(C)C